1-(4-(3-isopropyl-2-(1-methyl-1H-pyrazolo[3,4-b]pyridin-5-yl)-1H-indol-5-yl)piperidin-1-yl)-2-methylpropan-2-ol C(C)(C)C1=C(NC2=CC=C(C=C12)C1CCN(CC1)CC(C)(O)C)C=1C=C2C(=NC1)N(N=C2)C